4-((5-Nitropyridin-2-yl)oxy)butan-1-ol [N+](=O)([O-])C=1C=CC(=NC1)OCCCCO